N4-(4-(((tert-butyldimethylsilyl)oxy)methyl)benzyl)quinoline-3,4-diamine [Si](C)(C)(C(C)(C)C)OCC1=CC=C(CNC2=C(C=NC3=CC=CC=C23)N)C=C1